C1(CC1)C1=NN(C=C1C=1N=CC2=C(N1)C=CN2C)[C@@H]2C[C@H](C2)CN (trans-3-(3-cyclopropyl-4-(5-methyl-5H-pyrrolo[3,2-d]pyrimidin-2-yl)-1H-pyrazol-1-yl)cyclobutyl)methanamine